NC1=C(C=C(C=C1)CC)CCC(CC)O (2-amino-5-ethylphenyl)-3-pentanol